C(C)(C)(C)OC([C@H](CC1=CC(=CC=C1)O)[C@@H]1CN(CC1)C(=O)OC(C)(C)C)=O tert-butyl (R)-3-((R)-1-(tert-butoxy)-3-(3-hydroxyphenyl)-1-oxopropan-2-yl)pyrrolidine-1-carboxylate